P(=O)(O)(O)[O-].C(=O)(O)[C@@H](CC1=CN(C2=CC=CC=C12)C)NC([C@H](CCSC)[NH3+])=O (S)-1-(((R)-1-carboxy-2-(1-methyl-1H-indol-3-yl)ethyl)amino)-4-(methylthio)-1-oxobutan-2-aminium dihydrogen phosphate